Ethyl 3-(5-(3-methoxyphenyl)-2-phenethyl-2-azabicyclo[3.3.1]nonan-9-yl)propanoate COC=1C=C(C=CC1)C12CCN(C(CCC1)C2CCC(=O)OCC)CCC2=CC=CC=C2